C(C)(C)(C)OC(=O)N1[C@@H]2[C@@H]([C@@H](C[C@H]1CC2)NCC2=CC=CC=C2)F |r| (±)-(1S,2R,3R,5R)-3-(benzylamino)-2-fluoro-8-azabicyclo[3.2.1]Octane-8-carboxylic acid tert-butyl ester